quercetin-propylamine O1C(=C(O)C(=O)C=2C(O)=C(C(O)=CC12)CCCN)C1=CC(O)=C(O)C=C1